C(C1=CC=CC=C1)N1CC(C(C(C1)C)(F)F)CCN1CC(C1)(F)F 1-Benzyl-3-(2-(3,3-difluoroazetidin-1-yl)ethyl)-4,4-difluoro-5-methylpiperidine